N-(5-bromo-7-fluoro-1H-indol-3-yl)propionamide BrC=1C=C2C(=CNC2=C(C1)F)NC(CC)=O